C(C)(C)(C)OC(=O)N[C@H]1CN(CCC1)CC(=O)O (R)-2-(3-((tert-Butoxycarbonyl)amino)piperidin-1-yl)acetic acid